4-(6-chloro-5-methylpyridin-3-yl)-2,2-dimethylpiperazine-1-carboxylic acid tert-butyl ester C(C)(C)(C)OC(=O)N1C(CN(CC1)C=1C=NC(=C(C1)C)Cl)(C)C